S1(C=2C(OCC3(N1)CNCC3)=C(NC2)C(=O)N)(=O)=O 2'H,4'H,7'H-spiro[pyrrolidine-3,3'-pyrrolo[3,4-b][1,4,5]oxathiazepine]-6'-carboxamide 1',1'-dioxide